NCCNCCC[Si](OC)(OC)C N-β-aminoethyl-γ-aminopropyl-methyldimethoxysilane